(4,4-difluoro-1-piperidyl)-[8-(3-methoxy-1,2-benzoxazol-6-yl)-3-quinolyl]methanone FC1(CCN(CC1)C(=O)C=1C=NC2=C(C=CC=C2C1)C1=CC2=C(C(=NO2)OC)C=C1)F